8-(2-Chloro-4-methylphenyl)-2,4-difluoro-9-(4-((1-(3-fluoropropyl)azetidin-3-yl)methyl)phenyl)-6,7-dihydro-5H-benzo[7]annulen-3-ol ClC1=C(C=CC(=C1)C)C=1CCCC2=C(C1C1=CC=C(C=C1)CC1CN(C1)CCCF)C=C(C(=C2F)O)F